(3S,10R)-7-((3S,5R)-4-acryloyl-3,5-dimethylpiperazin-1-yl)-10-(2,4-difluorophenyl)-3-((methoxy-d3)methyl)-9-(trifluoromethyl)-2,3-dihydro-5H-[1,4]thiazino[2,3,4-ij]quinazolin-5-one C(C=C)(=O)N1[C@H](CN(C[C@H]1C)C1=NC(N2C3=C(C(=C(C=C13)C(F)(F)F)C1=C(C=C(C=C1)F)F)SC[C@@H]2COC([2H])([2H])[2H])=O)C